N1-((3S)-5-methyl-4-oxo-7-(piperidin-3-ylethynyl)-2,3,4,5-tetrahydrobenzo[b][1,4]oxazepin-3-yl)-N2-phenethyloxalamide CN1C2=C(OC[C@@H](C1=O)NC(C(=O)NCCC1=CC=CC=C1)=O)C=CC(=C2)C#CC2CNCCC2